FC=1C(N(C=C(C1C)CCN1CC(C1)F)C(C(=O)O)CC(C)C)=O 2-(3-fluoro-5-(2-(3-fluoroazetidin-1-yl)ethyl)-4-methyl-2-oxopyridin-1(2H)-yl)-4-methylpentanoic acid